CC=1C(=NC(=CC1)Br)C=O methyl-6-bromopyridinealdehyde